FC1=C(C=C(C=C1)C=1C=C2C(=NC1)NC(N2CC2=NC=CC=C2)=O)C 6-(4-fluoro-3-methyl-phenyl)-1-(2-pyridylmethyl)-3H-imidazo[4,5-b]pyridin-2-one